C(C)C1=NN(C(N1C)=O)C1=CC(=C(C(=O)NC2=C(C=CC=C2)F)C=C1F)O[C@@H](C)CCC 4-(3-ethyl-4-methyl-5-oxo-4,5-dihydro-1H-1,2,4-triazol-1-yl)-5-fluoro-N-(2-fluorophenyl)-2-[(2S)-pent-2-yloxy]benzamide